2-chlorodibenzo[b,d]furan-1,3,4,6,7,8,9-d7 ClC1=C(C2=C(OC3=C2C(=C(C(=C3[2H])[2H])[2H])[2H])C(=C1[2H])[2H])[2H]